N,N'-tert-butyl-1,1-dimethylethylenediamine C(C)(C)(C)NCC(N)(C)C